P(=O)(OCN1C(OC2=C1C=C(C=C2)NC2=NC(=NC=C2C)NC2=CC(=C(C(=C2)C)F)OC)=O)([O-])[O-].[Na+].[Na+] Sodium (5-(2-(4-fluoro-3-methoxy-5-methylphenylamino)-5-methylpyrimidin-4-ylamino)-2-oxobenzo[d]oxazol-3(2H)-yl)methyl phosphate